FC1(C(N=C(C2=CC=CC=C12)C=1C=NC2=CC=CC=C2C1)(C)C)F 3-(4,4-difluoro-3,3-dimethyl-3,4-dihydroisoquinolin-1-yl)quinolin